C(#N)C1=CC=C(C=C1)N1CCN(C2=CC=CC=C12)C(=O)NC[C@@H]1CN(CC1)C(=O)OC(C)(C)C tert-butyl (R)-3-((4-(4-cyanophenyl)-1,2,3,4-tetrahydroquinoxaline-1-carboxamido)methyl)pyrrolidine-1-carboxylate